6-{[3-(4-formylpiperidin-1-yl)-2-methoxyphenyl]amino}-8-(methylamino)imidazo[1,2-b]pyridazine-3-carboxamide C(=O)C1CCN(CC1)C=1C(=C(C=CC1)NC=1C=C(C=2N(N1)C(=CN2)C(=O)N)NC)OC